BrC=1N=CC(=NC1)NC(C(CCC)N1N=C(C(=C1)Br)C(F)(F)F)=O 2-(4-Bromo-3-trifluoromethyl-pyrazol-1-yl)-pentanoic acid (5-bromo-pyrazin-2-yl)-amide